N1(CCNCC1)C=1C=C(C(=O)N2CCC3=CC(=CC=C23)S(=O)(=O)Cl)C=CC1 1-(3-(piperazin-1-yl)benzoyl)indoline-5-sulfonyl chloride